(4-tert-Butylbenzylamino)-pregn-5-en C(C)(C)(C)C1=CC=C(CNCC[C@H]2CC[C@H]3[C@@H]4CC=C5CCCC[C@]5(C)[C@H]4CC[C@]23C)C=C1